(5S,10R)-10-cyclopropyl-1-(9H-fluoren-9-yl)-5-methyl-3,6-dioxo-2,9-dioxa-4,7-diazaundecane-11-carboxylic acid C1(CC1)[C@H](OCNC([C@@H](NC(OCC1C2=CC=CC=C2C=2C=CC=CC12)=O)C)=O)CC(=O)O